9,15-dioxo-5-aza-16b-boraindeno[1,2-b]naphtho[1,2,3-fg]anthracene-13-amine O=C1C=2C=CC=C3C2B(C=2C=C4C(=CC12)C=1C=CC(=CC1C4=O)N)C=4C=CC=CC4N3